CN(C(C(=O)N)C)C(C=C)=O 2-[methyl(prop-2-enoyl)amino]propanamide